N-[(6-Amino-2-pyridyl)sulfonyl]-6-(3-hydroxy-5-methylphenyl)-2-[(4S)-2,2,4-trimethylpyrrolidin-1-yl]pyridin-3-carboxamid NC1=CC=CC(=N1)S(=O)(=O)NC(=O)C=1C(=NC(=CC1)C1=CC(=CC(=C1)C)O)N1C(C[C@@H](C1)C)(C)C